NC(C(=O)O)C 2-amino-propanic acid